7-(((tert-butyldimethylsilyl)oxy)methyl)-3-ethyl-8-fluoroquinolin-2(1H)-one [Si](C)(C)(C(C)(C)C)OCC1=CC=C2C=C(C(NC2=C1F)=O)CC